2-[(fluorenyl)imino]methyl-4-fluoro-6-methylphenol C1(=CC=CC=2C3=CC=CC=C3CC12)N=CC1=C(C(=CC(=C1)F)C)O